NC=1C(=C(C=C2C=C(N=CC12)NC(OC1(CN(C(C1)=O)C)C)=O)C=1C=NC=C(C1C)N)F 1,3-dimethyl-5-oxopyrrolidin-3-yl (8-amino-6-(5-amino-4-methylpyridin-3-yl)-7-fluoroisoquinolin-3-yl)carbamate